(R)-N-(4-(4-amino-2,7-dimethyl-7H-pyrrolo[2,3-d]pyrimidin-5-yl)-3-methylphenyl)-2-(3-fluorophenyl)-2-hydroxyacetamide NC=1C2=C(N=C(N1)C)N(C=C2C2=C(C=C(C=C2)NC([C@H](O)C2=CC(=CC=C2)F)=O)C)C